BrC1=CC(=C2CN(C(C2=C1)=O)C1=CC(=CC=C1)C(C(C1=NN=CN1C)F)(C)F)C(F)(F)F 6-bromo-2-(3-(1,2-difluoro-1-(4-methyl-4H-1,2,4-triazol-3-yl)propan-2-yl)phenyl)-4-(trifluoromethyl)isoindolin-1-one